3a-(1-(4-fluorophenyl)-6-methyl-1H-indazol-5-yl)-5-methoxy-5-phenylhexahydrocyclopenta[c]pyrrole-2(1H)-carboxylic acid tert-butyl ester C(C)(C)(C)OC(=O)N1CC2C(C1)(CC(C2)(C2=CC=CC=C2)OC)C=2C=C1C=NN(C1=CC2C)C2=CC=C(C=C2)F